Tert-butyl (3R)-3-((2-(1-(3,4-dimethoxybenzyl)-2,6-dioxopiperidin-3-yl)-1-oxoisoindolin-5-yl)(methyl)amino)pyrrolidine-1-carboxylate COC=1C=C(CN2C(C(CCC2=O)N2C(C3=CC=C(C=C3C2)N([C@H]2CN(CC2)C(=O)OC(C)(C)C)C)=O)=O)C=CC1OC